(3R)-N-(1-cyclopropyl-1H-pyrazol-4-yl)-1-methylpiperidin-3-amine C1(CC1)N1N=CC(=C1)N[C@H]1CN(CCC1)C